NC(C)(C)C1=CC(=NC(=C1)C1=CC=C(C=C1)C(F)F)C(CNC(=O)C1=CC(=NN1C)N1N=CC=C1)(C(F)(F)F)O N-(2-(4-(2-aminopropan-2-yl)-6-(4-(difluoromethyl)phenyl)pyridin-2-yl)-3,3,3-trifluoro-2-hydroxypropyl)-1'-methyl-1'H-[1,3'-bipyrazole]-5'-carboxamide